6-(5-iodo-2-nitrophenyl)-6-azaspiro[2.5]octane IC=1C=CC(=C(C1)N1CCC2(CC2)CC1)[N+](=O)[O-]